O1C(=CC=C1)C1=CC=C(C=N1)C(=O)N1CC2(C1)C=C(C(C(C2)(C)C)=O)C#N 2-[6-(furan-2-yl)pyridine-3-carbonyl]-8,8-dimethyl-7-oxo-2-azaspiro[3.5]non-5-ene-6-carbonitrile